N-(trans-3-methoxycyclobutyl)-5-(quinoxalin-6-yl)pyrrolo[2,1-f][1,2,4]triazin-2-amine CO[C@@H]1C[C@H](C1)NC1=NN2C(C=N1)=C(C=C2)C=2C=C1N=CC=NC1=CC2